2-(8-cyano-1-((2R,4R)-2-methyltetrahydro-2H-pyran-4-yl)-1H-imidazo[4,5-c]quinolin-2-yl)-2,2-difluoroacetic acid C(#N)C1=CC=2C3=C(C=NC2C=C1)N=C(N3[C@H]3C[C@H](OCC3)C)C(C(=O)O)(F)F